CC1=CN=C(O1)N1CN=CC=C1 1-(5-methyloxazol-2-yl)pyrimidine